N-([1,1'-biphenyl]-4-yl)-9,9-dimethyl-3-(4,4,5,5-tetramethyl-1,3,2-dioxaborolan-2-yl)-9H-fluoren-2-amine C1(=CC=C(C=C1)NC1=CC=2C(C3=CC=CC=C3C2C=C1B1OC(C(O1)(C)C)(C)C)(C)C)C1=CC=CC=C1